Cl.Cl.N[C@H](C(=O)NC1=CC=C(C=C1)C1=C(C=NC=C1)CC(N1CCCC1)=O)C1CCC(CC1)C (S)-2-amino-2-((1r,4S)-4-methylcyclohexyl)-N-(4-(3-(2-oxo-2-(pyrrolidin-1-yl)ethyl)pyridin-4-yl)phenyl)acetamide dihydrochloride